CO[C@@H](C(=O)O)C1=CC=CC=C1 R-(-)-α-methoxyphenylacetic acid